N-cyclopropyl-3-(difluoromethyl)-5-fluoro-N-(2-isopropylbenzyl)-1-methyl-1H-pyrazole-4-amide C1(CC1)N(C(=O)C=1C(=NN(C1F)C)C(F)F)CC1=C(C=CC=C1)C(C)C